FCCF (1,2-difluoro)Ethane